(9H-fluorene-9,9-diyl)bis(4,1-phenylene) bis(1,3-dioxo-1,3-dihydroisobenzofuran-5-carboxylate) O=C1OC(C2=CC(=CC=C12)C(=O)OC1=CC=C(C=C1)C1(C2=CC=CC=C2C=2C=CC=CC12)C1=CC=C(C=C1)OC(=O)C=1C=C2C(OC(C2=CC1)=O)=O)=O